C1CC12CCN(CC2)C2=NC(=C(C(=C2C(=O)NC2=CC(=CC=C2)C(N)=O)C)Cl)C 2-(6-azaspiro[2.5]-octan-6-yl)-N-(3-carbamoyl-phenyl)-5-chloro-4,6-dimethyl-pyridine-3-carboxamide